6-methoxy-4-oxo-3-propyl-4H-benzopyran-7-yl 2,4-dinitrobenzenesulfonate [N+](=O)([O-])C1=C(C=CC(=C1)[N+](=O)[O-])S(=O)(=O)OC1=CC2=C(C(C(=CO2)CCC)=O)C=C1OC